C1(=CC=C(C=C1)N(C1=CC=2C(C3=CC=CC=C3C2C=C1)(C)C)C1=CC=C(C=C1)C=1C=CC=2N(C3=CC=CC=C3C2C1)C1=CC=CC=C1)C1=CC=CC=C1 N-[1,1'-biphenyl]-4-yl-9,9-dimethyl-N-[4-(9-phenyl-9H-carbazole-3-yl)phenyl]-9H-fluorene-2-amine